N-(1-(1-(2,4-bis(trifluoromethyl)phenyl)ethyl)-1H-pyrazol-4-yl)-1-methyl-3-(pyridin-2-yl)-1H-pyrazole-5-carboxamide FC(C1=C(C=CC(=C1)C(F)(F)F)C(C)N1N=CC(=C1)NC(=O)C1=CC(=NN1C)C1=NC=CC=C1)(F)F